4-(4-[3-Cyano-4-methoxypyrazolo[1,5-a]pyridin-6-yl]-5-methylpyrazol-1-yl)-2,2-dimethylpyrrolidine-1-carbonitrile C(#N)C=1C=NN2C1C(=CC(=C2)C=2C=NN(C2C)C2CC(N(C2)C#N)(C)C)OC